N1N=CC2=CC=CC(=C12)C=1C=NC(=NC1)N1C([C@@H]2N(CCN(C2)C#N)CC1)=O (R)-8-(5-(1H-indazol-7-yl)pyrimidin-2-yl)-9-oxooctahydro-2H-pyrazino[1,2-a]pyrazine-2-carbonitrile